FC1=CC(=C(C=C1)C=1C(=NC(=NC1C)C1=CN(C(C=C1)=O)C)C1=NN2C(CN(CC2)C(=O)OC(C)(C)C)=C1)OC(C)C tert-butyl 2-[5-(4-fluoro-2-isopropoxy-phenyl)-6-methyl-2-(1-methyl-6-oxo-3-pyridinyl) pyrimidin-4-yl]-6,7-dihydro-4H-pyrazolo[1,5-a]pyrazine-5-carboxylate